C(CO)(=O)N[C@@H](CCC(N)=O)C(=O)O N-glycolyl-L-glutamine